2-Methyl-5-(4-methylpiperazin-1-yl)-N-[(1R)-1-(3-phenylphenyl)ethyl]benzamide CC1=C(C(=O)N[C@H](C)C2=CC(=CC=C2)C2=CC=CC=C2)C=C(C=C1)N1CCN(CC1)C